OCCNS(=O)(=O)C1=NC=C(C=C1)NC1=NC=C(C(=N1)N1N=CC=C1)C(F)(F)F N-(2-hydroxyethyl)-5-[[4-pyrazol-1-yl-5-(trifluoromethyl)pyrimidin-2-yl]amino]pyridine-2-sulfonamide